prenyladenine C(C=C(C)C)C1=NC(=C2NC=NC2=N1)N